chromium tris(diethyl dithiocarbamate) C(C)N(C([S-])=S)CC.C(C)N(C([S-])=S)CC.C(C)N(C([S-])=S)CC.[Cr+3]